C1C=CN(S1)N 3-Thiazol-2-amine